5-methyl-1-(2-(((R)-((S)-7-(1-methyl-1H-pyrazol-4-yl)-2,3-dihydro-1H-pyrido[2,3-b][1,4]oxazin-3-yl)(phenyl)methyl)amino)ethyl)-1H-pyrazole-3-carbonitrile CC1=CC(=NN1CCN[C@H](C1=CC=CC=C1)[C@@H]1CNC2=C(O1)N=CC(=C2)C=2C=NN(C2)C)C#N